NC=1SC=2N=C(N=CC2N1)OCC(C)(O)C 1-({2-amino-[1,3]thiazolo[5,4-d]pyrimidin-5-yl}oxy)-2-methylpropan-2-ol